methyl 5-((tert-butoxycarbonyl)amino)-2-(2-fluoro-5-formylphenyl)thiazole-4-carboxylate C(C)(C)(C)OC(=O)NC1=C(N=C(S1)C1=C(C=CC(=C1)C=O)F)C(=O)OC